3-(4-chlorophenyl)-1-[3-(3-methylphenyl)phenyl]Urea ClC1=CC=C(C=C1)NC(NC1=CC(=CC=C1)C1=CC(=CC=C1)C)=O